FC1=C(C(=O)O)C=CC(=C1)C1=C(N(C=2C=C3C=NNC3=CC21)C2=CC=C(C=C2)F)C(C)C 2-fluoro-4-[5-(4-fluorophenyl)-6-isopropyl-1H-pyrrolo[2,3-f]indazol-7-yl]benzoic Acid